OC=1C=C2C(=C(NC2=CC1)C=1C=C(C(=CC1)O)O)C 4-(5-hydroxy-3-methyl-1H-indol-2-yl)benzene-1,2-diol